2-(1-(2,2-difluoroethyl)piperidin-4-yl)-4,7-dimethyl-2,4-dihydro-5H-pyrazolo[3,4-c]isoquinolin-5-one FC(CN1CCC(CC1)N1N=C2N(C(C=3C=C(C=CC3C2=C1)C)=O)C)F